Tert-butyl 6-(4-iodo-5-methyl-3-((trans)-1-methyl-2-oxooctahydro-5H-pyrrolo[3,2-c]pyridin-5-yl)-1H-pyrazol-1-yl)-2-azaspiro[3.3]heptane-2-carboxylate IC=1C(=NN(C1C)C1CC2(CN(C2)C(=O)OC(C)(C)C)C1)N1C[C@H]2[C@H](CC1)N(C(C2)=O)C